4-(5-(4-chloro-2-fluorophenyl)-2,3-dimethylpyrido[3,4-b]pyrazin-7-yl)-2-(1-cyclopropyl-1H-pyrazol-4-yl)morpholine ClC1=CC(=C(C=C1)C1=NC(=CC=2C1=NC(=C(N2)C)C)N2CC(OCC2)C=2C=NN(C2)C2CC2)F